NC1=NC2=CC=C(C=C2C=C1C)C(=O)N([C@H]1C(N(CCC1)C)=O)CC1=NC=C(C=C1)Br 2-amino-N-((5-bromo-2-pyridinyl)methyl)-3-methyl-N-((3R)-1-methyl-2-oxo-3-piperidinyl)-6-quinolinecarboxamide